C(C)C(C1=C(C(=C(CN2C(N(C(N(C2=O)CC2=C(C(=C(C=C2C)C(CC)(CC)CC)O)C)=O)CC2=C(C(=C(C=C2C)C(CC)(CC)CC)O)C)=O)C(=C1)C)C)O)(CC)CC 1,3,5-tris(4-triethylmethyl-3-hydroxy-2,6-dimethylbenzyl)-1,3,5-triazine-2,4,6(1H,3H,5H)-trione